methyl 2-(3-((1-(hydroxymethyl)cyclopropyl)methyl)-3-azaspiro[5.5]undecan-9-yl)acetate OCC1(CC1)CN1CCC2(CC1)CCC(CC2)CC(=O)OC